(3S)-7-((2S,5R)-4-acryloyl-2,5-dimethylpiperazin-1-yl)-9-chloro-3-((1-cyclopropylpiperidin-4-yl)methyl)-10-(2,4,5-trifluorophenyl)-2H-[1,4]thiazino[2,3,4-ij]quinazolin-5(3H)-one C(C=C)(=O)N1C[C@@H](N(C[C@H]1C)C1=NC(N2C3=C(C(=C(C=C13)Cl)C1=C(C=C(C(=C1)F)F)F)SC[C@@H]2CC2CCN(CC2)C2CC2)=O)C